(E)-1-(4-amino-1,2,5-oxadiazol-3-yl)-N'-(2-nitrobenzyl)-1H-1,2,3-triazole-4-carbohydrazide NC=1C(=NON1)N1N=NC(=C1)C(=O)NNCC1=C(C=CC=C1)[N+](=O)[O-]